FC=1C=CC(=C(C1)C(C(=O)O)N1CC(C1)OCCCCCC1=NC=2NC(CCC2C(=C1)OC)C)[C@H]1OCCC1 2-(5-fluoro-2-((S)-tetrahydrofuran-2-yl)phenyl)-2-(3-((5-(4-methoxy-7-methyl-5,6,7,8-tetrahydro-1,8-naphthyridin-2-yl)pentyl)oxy)azetidin-1-yl)acetic acid